BrC1=CC=2SCCOCC2S1 7-bromo-2,3-dihydro-5H-thieno[3,2-e][1,4]oxathiepine